2-((4-bromophenoxy)methyl)-6-(difluoromethyl)-1,4-dioxan BrC1=CC=C(OCC2OC(COC2)C(F)F)C=C1